[Cl-].P(=O)(O)(O)OCCN phosphoethanolamine chloride